(3ar,6ar)-2,2-dimethyl-3a,6a-dihydro-4H-cyclopenta[d][1,3]dioxol-4-one CC1(O[C@@H]2[C@H](O1)C=CC2=O)C